BrC=1C=C2C=NN(C2=CC1Cl)C1OCCCC1 5-bromo-6-chloro-1-(tetrahydro-2H-pyran-2-yl)-1H-indazole